N[C@@H](C(=O)OC)[C@H](C1=CC=CC=C1)O methyl (2R,3S)-2-amino-3-hydroxy-3-phenyl-propanoate